OCC=1C=C(C=C(C1)CO)NC(=O)C=1N=NN(C1C)CC1=CC(=CC=C1)Cl N-[3,5-bis(hydroxymethyl)phenyl]-1-[(3-chlorophenyl)methyl]-5-methyl-1H-1,2,3-triazole-4-carboxamide